C(C)(=O)N1CC(CC1)N1N=C2N(C(N(CC2=C1)C1CCN(CC1)C1=C(C=CC=C1C)F)=O)CC1=C(C=CC=C1)C(F)(F)F 2-(1-acetyl-pyrrolidin-3-yl)-5-[1-(2-fluoro-6-methyl-phenyl)-piperidin-4-yl]-7-(2-trifluoromethyl-benzyl)-2,4,5,7-tetrahydro-pyrazolo[3,4-d]pyrimidin-6-one